(6-([1,1'-biphenyl]-3-ylmethyl)-5-(3,3-difluorocyclobutane-1-carbonyl)-5-azaspiro[2.4]heptan-7-yl)methanesulfonamide C1(=CC(=CC=C1)CC1N(CC2(CC2)C1CS(=O)(=O)N)C(=O)C1CC(C1)(F)F)C1=CC=CC=C1